5-(butyryloxy)-1H-indol C(CCC)(=O)OC=1C=C2C=CNC2=CC1